O([C@@H]1[C@H](O)[C@@H](O)[C@@H](O1)CO)C1=CC=C(C=C1)[N+](=O)[O-] p-Nitrophenyl β-L-arabinofuranoside